NC(C)C=1C=C(C=C2C(=C(C(=NC12)C1CCOCC1)C)C#N)Cl 8-(1-aminoethyl)-6-chloro-3-methyl-2-tetrahydropyran-4-yl-quinoline-4-carbonitrile